8-chloro-3-methyl-3-(4-pyridyl)-6-(pyrimidin-4-ylamino)-2H-imidazo[1,5-a]pyridine-1,5-dione ClC1=C2N(C(C(=C1)NC1=NC=NC=C1)=O)C(NC2=O)(C2=CC=NC=C2)C